2-({[2-amino-6-(1,3-dioxolan-2-yl)phenyl]carbamothioyl}amino)-2-(3-chloro-4-fluorophenyl)propyl 2,2-dimethylpropanoate CC(C(=O)OCC(C)(C1=CC(=C(C=C1)F)Cl)NC(NC1=C(C=CC=C1C1OCCO1)N)=S)(C)C